BrC=1C=CC=C2C(=NC(=NC12)NC1=C(C(=CC=C1)Cl)F)N[C@H](C)C=1SC=CC1 (R)-8-bromo-N2-(3-chloro-2-fluorophenyl)-N4-(1-(thiophen-2-yl)ethyl)quinazoline-2,4-diamine